N-(2,4-dimethoxybenzyl)-N-(3-methoxy-4-(3-((2-(piperidin-1-yl)ethyl)amino)-6-(pyrazolo[1,5-a]pyrimidin-3-yl)-1H-pyrazolo[4,3-c]pyridin-1-yl)benzyl)methanesulfonamide COC1=C(CN(S(=O)(=O)C)CC2=CC(=C(C=C2)N2N=C(C=3C=NC(=CC32)C=3C=NN2C3N=CC=C2)NCCN2CCCCC2)OC)C=CC(=C1)OC